O[C@H](COC=1C=C(C=CC1)S(=O)(=O)NC)CNC1COC2(C1)CCN(CC2)S(=O)(=O)C=2C=C1CC(NC1=CC2)=O 3-((2S)-2-hydroxy-3-(8-(2-oxoindolin-5-ylsulfonyl)-1-oxa-8-azaspiro[4.5]decan-3-ylamino)propoxy)-N-methylbenzenesulfonamide